ClC1C(OCCC1)=O 3-chlorooxanone